(2R,4S)-4-hydroxypyrrolidine-1,2-dicarboxylic acid 1-benzyl ester 2-methyl ester COC(=O)[C@@H]1N(C[C@H](C1)O)C(=O)OCC1=CC=CC=C1